ClC=1C(C(C1Cl)=O)=O 3,4-dichloro-3-cyclobutene-1,2-dione